[Co].IC=1C(=C(C(=NC1C=1OC=C(N1)C(C)(C)C)C=1OC=C(N1)C(C)(C)C)I)Cl.[Co] cobalt diiodo[2,6-bis[4-(S)-tert-butyl-2-oxazolyl]-4-chloropyridine] cobalt